BrC1=C(C=C(C=C1OCC1CCCCC1)OCC1CCCCC1)C(\C=C\C1=CC(=C(C=C1)OCC1CC1)OC)=O 1-(2-bromo-3,5-dicyclohexylmethoxyphenyl)-3-(3-methoxy-4-cyclopropylmethoxyphenyl)-(2E)-2-propen-1-one